3-((4-butoxyphenyl)sulfonyl)-4-(4-methyl-1,4-diazepan-1-yl)-6-(methylsulfonyl)quinoline C(CCC)OC1=CC=C(C=C1)S(=O)(=O)C=1C=NC2=CC=C(C=C2C1N1CCN(CCC1)C)S(=O)(=O)C